Cl.Cl.NC1=C(OCCO)C=CC(=C1)N 2-(2,4-diaminophenoxy)ethanol-dihydrochloride